(difluorocarboxymethyl)-3-methylimidazole chlorine bromine scandium [Sc].[Br].[Cl].FC(C(=O)O)(F)C1=NC=CN1C